(4-(6,7-dimethoxy-4-oxo-3,4-dihydro-phthalazin-1-yl)-2-fluorobenzyl)sulfonamide hydrochloride salt Cl.COC=1C=C2C(NN=C(C2=CC1OC)C1=CC(=C(CS(=O)(=O)N)C=C1)F)=O